(phenylethynyl)pyrazine-2-carbonitrile C1(=CC=CC=C1)C#CC=1C(=NC=CN1)C#N